((2-(((S)-1-((2S,4R)-4-(benzyloxy)-2-((5-phenylthiazol-2-yl)carbamoyl)pyrrolidin-1-yl)-3,3-dimethyl-1-oxobutan-2-yl)carbamoyl)benzo[b]thiophen-5-yl)difluoromethyl)phosphonic acid C(C1=CC=CC=C1)O[C@@H]1C[C@H](N(C1)C([C@H](C(C)(C)C)NC(=O)C1=CC2=C(S1)C=CC(=C2)C(F)(F)P(O)(O)=O)=O)C(NC=2SC(=CN2)C2=CC=CC=C2)=O